1,4-dimethyl-pyridine iodide [I-].CN1CC=C(C=C1)C